C[C@@H](C1=CC=CC2=CC=CC=C21)N (S)-(-)-α-(1-Naphthyl)ethylamine